1-(2-methoxypyridin-4-yl)ethylamine COC1=NC=CC(=C1)C(C)N